(2-((S)-1-(3,4-difluorophenyl)-6-oxopiperidin-2-yl)-1-((trans)-4-methoxycyclohexyl)-1H-benzo[d]imidazol-5-yl)acetamide FC=1C=C(C=CC1F)N1[C@@H](CCCC1=O)C1=NC2=C(N1[C@@H]1CC[C@H](CC1)OC)C=CC(=C2)CC(=O)N